O=C1NC(CCC1N1C(N(C2=C1C=CC=C2C#CCN2CCOC1(C2)CCN(CC1)C(=O)OC(C)(C)C)C)=O)=O tert-butyl 4-[3-[1-(2,6-dioxo-3-piperidyl)-3-methyl-2-oxo-benzimidazol-4-yl] prop-2-ynyl]-1-oxa-4,9-diazaspiro[5.5]undecane-9-carboxylate